FC1=C(C#N)C=C(C(=C1)C#N)F 2,5-difluoroterephthalonitrile